[NH+]1(CNCC1)NC(=O)N imidazolidiniourea